C(C(C)C)C1=CC(=CC=2N1N=C(C2)C)C=2NC1=CC=C(C=C1C2C(C)C)C2CCN(CC2)C2COC2 7-isobutyl-5-(3-isopropyl-5-(1-(oxetan-3-yl)piperidin-4-yl)-1H-indol-2-yl)-2-methylpyrazolo[1,5-a]pyridine